tert-butyl (azetidin-2-ylmethyl)carbamate N1C(CC1)CNC(OC(C)(C)C)=O